BrC=1C=CC(=NC1)O[C@@H]1C[C@@H]2CN([C@H]1CC2)C(=O)C2=NC(=CC=C2C2=NC=CC=N2)C ((1S,4R,6R)-6-((5-bromopyridin-2-yl)oxy)-2-azabicyclo[2.2.2]oct-2-yl)(6-methyl-3-(pyrimidin-2-yl)pyridin-2-yl)methanone